COC(C1=C(N=CC(=C1)C1=CC=C(C=C1)[C@@]12CN(C[C@H]2C1)C1CCC(CC1)(F)F)N)=O 2-amino-5-(4-((1R,5S)-3-(4,4-difluorocyclohexyl)-3-azabicyclo[3.1.0]hex-1-yl)phenyl)nicotinic acid methyl ester